FC=1C=C(OCC=2C=CC(=C(C2)NC(=O)C2N(C(OC2)=O)C)OC)C=CC1 N-(5-((3-Fluorophenoxy)methyl)-2-methoxyphenyl)-3-methyl-2-oxo-oxazolidine-4-carboxamide